CN(C1=CC=NC=C1)C 4-dimethylamino-pyridine